bicyclo[1.1.1]pentane-1,3-dicarboxylic acid, 1-methyl ester C12(CC(C1)(C2)C(=O)[O-])C(=O)OC